C(#N)CC1CCC(CC1)N1C(=NC=2C1=C1C(=NC2)NC=C1)CO\N=C(\C1=CC=CC=C1)/N (Z)-N'-((1-((1r,4r)-4-(cyanomethyl)cyclohexyl)-1,6-dihydroimidazo[4,5-d]pyrrolo[2,3-b]pyridin-2-yl)methoxy)benzamidine